N-(2-ethyl-6-(1-(methylsulfonyl)piperidin-4-yl)imidazo[1,2-a]pyridin-3-yl)-N-methyl-4-(4-(trifluoromethyl)phenyl)thiazol-2-amine C(C)C=1N=C2N(C=C(C=C2)C2CCN(CC2)S(=O)(=O)C)C1N(C=1SC=C(N1)C1=CC=C(C=C1)C(F)(F)F)C